N-(2-iodo-3-(2,2,2-trifluoroethyl)benzo[b]thiophen-7-yl)-3,5-dimethylpiperidin-4-amine IC1=C(C2=C(S1)C(=CC=C2)NC2C(CNCC2C)C)CC(F)(F)F